N1=CC=CC=C1C1COCCN1C=O (3-pyridin-6-yl)-morpholino-methanone